(R)-N-((3r,4r)-3,8-difluoro-4-vinyl-chroman-4-yl)-2-methylpropane-2-sulfinamide F[C@H]1COC2=C(C=CC=C2[C@@]1(C=C)N[S@](=O)C(C)(C)C)F